ClC=1C=C(C(=NC1)OC=1C=C(C=2N(N1)C=C(N2)C(=O)NC2(CS(C2)(=O)=O)C)C)OCC(F)F 6-[[5-chloro-3-(2,2-difluoroethoxy)-2-pyridyl]oxy]-8-methyl-N-(3-methyl-1,1-dioxo-thietan-3-yl)imidazo[1,2-b]pyridazine-2-carboxamide